BrC1=CC=2C3=C(C=NC2C=C1F)N(C(C31CN(C1)C1=CC(=CC=C1)OC)=O)C 8'-Bromo-7'-fluoro-1-(3-methoxyphenyl)-3'-methylspiro[azetidine-3,1'-pyrrolo[2,3-c]quinolin]-2'(3'H)-one